4-bromo-6-chloro-2-(2,2,2-trifluoroethyl)pyridazine-3(2H)-one BrC=1C(N(N=C(C1)Cl)CC(F)(F)F)=O